NC1=NC(=C(C=2N1N=C(N2)CC2=NN(C=C2)C)C2=C(N=CO2)C)C=2C=C(C#N)C=CC2 3-(5-amino-2-((1-methyl-1H-pyrazol-3-yl)methyl)-8-(4-methyl-oxazol-5-yl)-[1,2,4]triazolo[1,5-c]pyrimidin-7-yl)benzonitrile